D-Glucose D-Gluconat O=C([C@H](O)[C@@H](O)[C@H](O)[C@H](O)CO)O.O=C[C@H](O)[C@@H](O)[C@H](O)[C@H](O)CO